(1H-indol-3-yl)-2-oxo-1-((tetrahydro-2H-pyran-4-yl)methyl)-2,3-dihydro-1H-thieno[2,3-b][1,4]thiazine-6-carboxamide N1C=C(C2=CC=CC=C12)C1C(N(C2=C(S1)SC(=C2)C(=O)N)CC2CCOCC2)=O